2-[1,1,2,2,3,3-hexamethyl-indan-5-yl]-5-(4,4,5,5-tetramethyl-[1,3,2]dioxaborolan-2-yl)-pyridine CC1(C(C(C2=CC(=CC=C12)C1=NC=C(C=C1)B1OC(C(O1)(C)C)(C)C)(C)C)(C)C)C